OC1=CC(=NC2=CC=CC=C12)C=1C=C2CN(C(C2=CC1)=O)C1CNCCC1 3-[5-(4-hydroxyquinolin-2-yl)-1-oxo-2,3-dihydro-1H-isoindol-2-yl]piperidine